C(C1=CC=CC=C1)OC(=O)N[C@@]1(CN(CCCC1)C(=O)OC(C)(C)C)C tert-butyl (S)-3-(((benzyloxy)carbonyl)amino)-3-methylazepane-1-carboxylate